The molecule is a cholesterol ester obtained by the formal condensation of cholesterol with palmitic acid. It has a role as a human metabolite and a mouse metabolite. It derives from a hexadecanoic acid. CCCCCCCCCCCCCCCC(=O)O[C@H]1CC[C@@]2([C@H]3CC[C@]4([C@H]([C@@H]3CC=C2C1)CC[C@@H]4[C@H](C)CCCC(C)C)C)C